rel-(2s,3r,5s)-3-(3,4-difluoro-2-methoxyphenyl)-5-methyl-N-(3-methyl-1-(methylsulfonyl)-1H-pyrazol-4-yl)-5-(trifluoromethyl)tetrahydrofuran-2-carboxamide FC=1C(=C(C=CC1F)[C@@H]1[C@H](O[C@@](C1)(C(F)(F)F)C)C(=O)NC=1C(=NN(C1)S(=O)(=O)C)C)OC |o1:8,9,11|